5-phenyl-2-(4-phenylthiazol-2-yl)-2,4-dihydro-3H-pyrazol-3-one C1(=CC=CC=C1)C=1CC(N(N1)C=1SC=C(N1)C1=CC=CC=C1)=O